(Z)-1-cyano-N-(2,5,8,11,14,17-hexaoxanonadec-19-yl)-2-(6-(piperidin-1-yl)naphthalen-2-yl)ethenesulfonamide C(#N)/C(=C/C1=CC2=CC=C(C=C2C=C1)N1CCCCC1)/S(=O)(=O)NCCOCCOCCOCCOCCOCCOC